3-[2-({2-[4-(2-hydroxyethyl)phenyl]pyrimidin-4-yl}methoxy)phenyl]propanoic acid OCCC1=CC=C(C=C1)C1=NC=CC(=N1)COC1=C(C=CC=C1)CCC(=O)O